N-(3-(tert-butyl)-5-cyclopropylbenzyl)-N-(2-((2-(methylamino)-3,4-dioxocyclobut-1-en-1-yl)amino)ethyl)-2-(N-(2-fluorobenzyl)-(2,3,4,5,6-pentafluorophenyl)sulfonamido)acetamide C(C)(C)(C)C=1C=C(CN(C(CN(S(=O)(=O)C2=C(C(=C(C(=C2F)F)F)F)F)CC2=C(C=CC=C2)F)=O)CCNC2=C(C(C2=O)=O)NC)C=C(C1)C1CC1